2-imino-N-[(1R,3S)-3-{[2-(trifluoromethyl)quinolin-4-yl]amino}cyclohexyl]-1,3-thiazolidine-4-carboxamide N=C1SCC(N1)C(=O)N[C@H]1C[C@H](CCC1)NC1=CC(=NC2=CC=CC=C12)C(F)(F)F